C1C(NC(=O)N1)C(=O)O The molecule is this compound belongs to the class of organic compounds known as alpha amino acids and derivatives. These are amino acids in which the amino group is attached to the carbon atom immediately adjacent to the carboxylate group (alpha carbon), or a derivative thereof. It is an imidazolidinone, a member of ureas and a monocarboxylic acid. It derives from an alpha-amino acid.